ClC1=CC(=C(C=C1F)NS(=O)(=O)C1=CNC2=NC(=CC=C21)C(F)F)F N-(4-chloro-2,5-difluorophenyl)-6-(difluoromethyl)-1H-pyrrolo[2,3-b]pyridine-3-sulfonamide